CN1N=C(N=N1)C1CN(C1)C(=O)N 3-(2-methyl-2H-tetrazol-5-yl)azetidine-1-carboxamide